FC(C1=CC=C(CN2CCN(CC2)CC2=C(C=C(OC(C(=O)OCC)(C)C)C=C2)Br)C=C1)(F)F Ethyl 2-(4-((4-(4-(trifluoromethyl) benzyl) piperazin-1-yl) methyl)-3-bromophenoxy)-2-methylpropionate